FC1CC2=CCCN2C1 (2aS)-2-fluorotetrahydro-1H-pyrrolizine